NC=1C(=NC=CN1)C(=O)NCC1N(OC(C1)CC1=CC=CC=C1)[C@@H](CC(C)C)B1O[C@@]2([C@H](O1)C[C@H]1C([C@@H]2C1)(C)C)C 3-((3-aminopyrazine-2-carboxamido)methyl)-5-benzyl-N-((R)-3-methyl-1-((3aS,4S,6S,7aR)-3a,5,5-trimethylhexahydro-4,6-methanobenzo[d][1,3,2]dioxaborol-2-yl)butyl)-4,5-dihydroisoxazole